ClC1=C(C=NNC(N)=N)C=CC(=C1F)Cl 2-(2,4-Dichloro-3-fluorobenzylidene)hydrazinecarboximidamide